methylsilanol Copper salt [Cu].C[SiH2]O